C1(CCCC1)N1N=NC2=C1C=CC(=C2)C2=NC(=NO2)C=2SC(=CC2)C 1-cyclopentyl-5-[3-(5-methylthiophen-2-yl)-1,2,4-oxadiazol-5-yl]-1H-1,2,3-benzotriazole